bisphenol-A fumarate C(\C=C\C(=O)O)(=O)O.OC1=CC=C(C=C1)C(C)(C)C1=CC=C(C=C1)O